C[C@@]1(C(=O)N2[C@H](C(=O)N3CCC[C@H]3[C@@]2(O1)O)CC4=CC=CC=C4)NC(=O)[C@H]5CN([C@@H]6CC7=CNC8=CC=CC(=C78)C6=C5)C The molecule is a peptide ergot alkaloid that is dihydroergotamine in which a double bond replaces the single bond between positions 9 and 10. It has a role as a non-narcotic analgesic, a vasoconstrictor agent, a serotonergic agonist, an alpha-adrenergic agonist and a mycotoxin.